OC(C)(C)C=1SC(=CN1)[S@](=O)(N)=NC(NC1=C2C(CCC2=CC=2CCCC12)=O)=O (S)-2-(2-Hydroxypropan-2-yl)-N'-((3-oxo-1,2,3,5,6,7-hexahydro-s-indacen-4-yl)carbamoyl)thiazole-5-sulfonimidamide